[phenoxy]-2-propanol O(C1=CC=CC=C1)CC(C)O